BrC1=CC(=CC(=N1)[C@@H](C)N[S@@](=O)C(C)(C)C)C (S)-N-((R)-1-(6-Bromo-4-methylpyridin-2-yl)ethyl)-2-methylpropane-2-sulfinamide